N-(6-amino-5-cyclopropyl-3-pyridyl)-2-[(2S,5R)-2-(4-fluorophenyl)-5-methyl-4-(1-methylcyclopropanecarbonyl)piperazin-1-yl]-2-oxo-acetamide NC1=C(C=C(C=N1)NC(C(=O)N1[C@H](CN([C@@H](C1)C)C(=O)C1(CC1)C)C1=CC=C(C=C1)F)=O)C1CC1